BrC=1C=C(C(=NC1)[N+](=O)[O-])OCC1=CC(=CC=C1)C#CC(C)(OC1OCCCC1)C 5-bromo-3-((3-(3-methyl-3-((tetrahydro-2H-pyran-2-yl)oxy)but-1-yn-1-yl)benzyl)oxy)-2-nitropyridine